COC=1C=C2N(CCN(C2=CC1)C(=O)OC(C)(C)C)C(C=CC1=CC2=CC=CC=C2C=C1)=O tert-butyl 6-methoxy-4-[3-(2-naphthyl)-1-oxoprop-2-enyl]-1,2,3,4-tetrahydroquinoxaline-1-carboxylate